2-((2-(((tert-Butoxycarbonyl)(2-(6-methoxy-3-nitropyridin-2-yl)ethyl)amino)-methyl)-3-fluoro-4-(trifluoromethoxy)phenyl)amino)-5-fluoro-4-(trifluoromethyl)benzoic acid C(C)(C)(C)OC(=O)N(CCC1=NC(=CC=C1[N+](=O)[O-])OC)CC1=C(C=CC(=C1F)OC(F)(F)F)NC1=C(C(=O)O)C=C(C(=C1)C(F)(F)F)F